Cl.NC1CCC(CC1)OC(=O)N1C=CC2=C1N=CN=C2N(C)[C@H]2CN(CC[C@H]2C)C(CC#N)=O 4-[[(3R,4R)-1-(2-cyanoacetyl)-4-methyl-3-piperidinyl]-methyl-amino]pyrrolo[2,3-d]pyrimidine-7-carboxylic acid (4-aminocyclohexyl) ester hydrochloride